tert-butyl (Z)-2-((3-(5-chloropyridin-3-yl)-5-phenylpyrazin-2-yl)amino)-3-(furan-2-yl)acrylate ClC=1C=C(C=NC1)C=1C(=NC=C(N1)C1=CC=CC=C1)N\C(\C(=O)OC(C)(C)C)=C/C=1OC=CC1